5-((5-((R)-3-(4-amino-3-(4-phenoxyphenyl)-1H-pyrazolo[3,4-d]pyrimidin-1-yl)piperidine-1-yl)-5-oxopentyl)thio)-2-(2,6-dioxopiperidin-3-yl)-6-fluoroisoindoline-1,3-dione NC1=C2C(=NC=N1)N(N=C2C2=CC=C(C=C2)OC2=CC=CC=C2)[C@H]2CN(CCC2)C(CCCCSC=2C=C1C(N(C(C1=CC2F)=O)C2C(NC(CC2)=O)=O)=O)=O